7-[[6-[(dimethylamino)-methyl]-5-tetrahydrofuran-3-yl-2-pyridyl]amino]-4-(8-methylimidazo[1,2-a]pyridin-3-yl)-2,3-dihydropyrrolo[3,4-c]pyridin-1-one CN(C)CC1=C(C=CC(=N1)NC=1C2=C(C(=NC1)C1=CN=C3N1C=CC=C3C)CNC2=O)C2COCC2